C(C)(C)(C)OC(=O)N1[C@@H]([C@@H](O[C@@H](C1)C)C)CNC1=NC=C(C=C1)C(F)(F)F.C(C)C1=C(OCCN2CCOCC2)C(=CC(=C1)C)CC1=C(C=CC=C1)F 4-(2-(2-Ethyl-6-(2-fluorobenzyl)-4-methylphenoxy)ethyl)morpholine tert-butyl-(2S,3R,6R)-2,6-dimethyl-3-(((5-(trifluoromethyl)pyridin-2-yl)amino)methyl)morpholine-4-carboxylate